(5-chloropyrazin-2-yl)methyl 4-methylbenzenesulfonate CC1=CC=C(C=C1)S(=O)(=O)OCC1=NC=C(N=C1)Cl